O[C@H]1[C@H]2[C@@H]3CC[C@H]([C@@H](CCC(=O)O)C)[C@]3(CC[C@@H]2[C@]2(CCCC[C@H]2C1)C)C β,7α-hydroxy-5β-cholanic acid